ClC=1C=CC(=C(N)C1)N1CCN(CCC1)CC1=NN(C=C1)C 5-Chloro-2-(4-((1-methyl-1H-pyrazol-3-yl)methyl)-1,4-diazepan-1-yl)aniline